S1C(=CC=C1)CC(=O)NC1C2SCC=C(N2C1)C(=O)O 7-(2-(thiophen-2-yl)acetamido)-5-thia-1-azabicyclo[4.2.0]oct-2-ene-2-carboxylic acid